ClC1=C(C=CC(=C1)F)C1(CC1)C1=NOC(=N1)C1=NN(C(=C1)C(F)(F)F)CCS(=O)(=O)C 3-(1-(2-Chloro-4-fluorophenyl)cyclopropyl)-5-(1-(2-(methylsulfonyl)ethyl)-5-(trifluoromethyl)-1H-pyrazol-3-yl)-1,2,4-oxadiazole